C(#N)C1=CC(=C(C=C1)C1(OC2=C(O1)C=CC=C2N2CCN(C1CC21)CC2=NC1=C(N2C[C@@H](C)OC)C=C(C=C1)C(=O)OC)C)F methyl 2-((5-(2-(4-cyano-2-fluorophenyl)-2-methylbenzo[d][1,3]dioxol-4-yl)-2,5-diazabicyclo[4.1.0]hept-2-yl) methyl)-1-((R)-2-methoxypropyl)-1H-benzo[d]imidazole-6-carboxylate